NCC(OC1=NC(=NC(=C1)C1=C(C=CC=C1C)C)NS(=O)(=O)C=1C=C(C(=O)O)C=CC1)C1=CC=C(C=C1)Br 3-[[4-[2-amino-1-(4-bromophenyl)ethoxy]-6-(2,6-dimethylphenyl)pyrimidin-2-yl]sulfamoyl]benzoic acid